6-methyl-N6-threonyl-carbamoyl-adenosine tert-butyl-2-[1-[3-(2,6-dibenzyloxy-3-pyridyl)-1-methyl-indazol-6-yl]-4-piperidyl]acetate C(C)(C)(C)C(C(=O)OC[C@@H]1[C@H]([C@H]([C@@](O1)(N1CN=C2C(NC([C@@H](N)[C@H](O)C)=O)(N=CN=C12)C)C(N)=O)O)O)C1CCN(CC1)C1=CC=C2C(=NN(C2=C1)C)C=1C(=NC(=CC1)OCC1=CC=CC=C1)OCC1=CC=CC=C1